(2S)-5-oxo-N-({3,8,10-trifluoro-6H,11H-chromeno[4,3-b]indol-6-yl}methyl)pyrrolidine-2-carboxamide O=C1CC[C@H](N1)C(=O)NCC1OC2=CC(=CC=C2C=2NC3=C(C=C(C=C3C21)F)F)F